C(C1=CC=CC=C1)ON[C@@H]1CC[C@H](NC1)C(=O)N (2S,5R)-5-(benzyloxyamino)piperidine-2-formamide